[C@@H]1(C[C@H](O)[C@@H](CO)O1)N1C(=O)NC(=O)C=C1 deoxy-Uridine